2,5-difluoro-4-(3-oxo[1,2,4]triazolo[4,3-a]pyridin-2(3H)-yl)benzoic acid tert-butyl ester C(C)(C)(C)OC(C1=C(C=C(C(=C1)F)N1N=C2N(C=CC=C2)C1=O)F)=O